OCCO[C@@H](CO)OC (S)-2-(2-hydroxyethoxy)-2-methoxyethane-1-ol